BrC=1SC(=CN1)CN1C(C(N(CC1)C1CCC1)=O)=O 1-((2-bromothiazol-5-yl)methyl)-4-cyclobutylpiperazine-2,3-dione